2-Methyl-4-(3-aminophenyl)thiazole CC=1SC=C(N1)C1=CC(=CC=C1)N